2-[3-[2-(8-chloro-4-oxo-chromen-2-yl)-5-methyl-phenoxy]propylamino]-2-oxo-acetic acid tert-butyl ester C(C)(C)(C)OC(C(=O)NCCCOC1=C(C=CC(=C1)C)C=1OC2=C(C=CC=C2C(C1)=O)Cl)=O